(S)-N-(1-(2,4-difluorophenyl)ethyl)-2-(5-hydroxy-2,4-dioxo-1,4-dihydroquinazolin-3(2H)-yl)acetamide FC1=C(C=CC(=C1)F)[C@H](C)NC(CN1C(NC2=CC=CC(=C2C1=O)O)=O)=O